9,9',9'',9'''-(3-(benzo[d]oxazol-2-yl)-6-(benzo[d]thiazol-2-yl)benzene-1,2,4,5-tetrayl)tetrakis(9H-carbazole-3,6-dicarbonitrile) O1C(=NC2=C1C=CC=C2)C=2C(=C(C(=C(C2N2C1=CC=C(C=C1C=1C=C(C=CC21)C#N)C#N)N2C1=CC=C(C=C1C=1C=C(C=CC21)C#N)C#N)C=2SC1=C(N2)C=CC=C1)N1C2=CC=C(C=C2C=2C=C(C=CC12)C#N)C#N)N1C2=CC=C(C=C2C=2C=C(C=CC12)C#N)C#N